1-(1-(3-chloro-5-fluorophenyl)ethyl)-N3-methyl-1H-pyrazole-3,5-dicarboxamide ClC=1C=C(C=C(C1)F)C(C)N1N=C(C=C1C(=O)N)C(=O)NC